[4-(1,1-difluoroethyl)phenyl]acetamide FC(C)(F)C1=CC=C(C=C1)CC(=O)N